FC1(C(C1)C(=O)NC1=NC=C2C=C(C=3N(C2=C1)C=CN3)C=3C=NC(=CC3C)C(CC)O)F 2,2-difluoro-N-{4-[6-(1-hydroxypropyl)-4-methylpyridin-3-yl]imidazo[1,2-a]1,6-naphthyridin-8-yl}cyclopropane-1-carboxamide